6-(3-((5-fluoro-2-methylpyridin-4-yl)amino)-7,8-dihydro-1,6-naphthyridin-6(5H)-yl)-5-methylnicotinonitrile FC=1C(=CC(=NC1)C)NC=1C=NC=2CCN(CC2C1)C1=NC=C(C#N)C=C1C